nitro-amine ethyl-nitrate C(C)O[N+](=O)[O-].[N+](=O)([O-])N